C(C)OC(C)(C)C1C=CC(CC1)=O 4-(1-ethoxy-1-methylethyl)cyclohex-2-en-1-one